O.C(C=CC1=CC=CC=C1)(=O)O cinnamate monohydrate